FC=1C=C(C=2C=C3C(=NC2C1)OC[C@H]1N3CCOC1)[C@@H](C)N[S@](=O)C(C)(C)C (R)-N-((R)-1-((S)-9-fluoro-1,2,4a,5-tetrahydro-4H-[1,4]oxazino[4',3':4,5][1,4]oxazino[2,3-b]quinolin-11-yl)ethyl)-2-methylpropane-2-sulfinamide